2,2'-Diamino-4'-methoxy-4-methylbenzanilide NC1=C(C(=O)NC2=C(C=C(C=C2)OC)N)C=CC(=C1)C